ClC=1C=C(CNCCCCOC[C@H](C)OC2=NC3=C(C4=CN=CC=C24)C=CC(=C3)C(=O)OC)C=CC1OC(F)(F)F (S)-Methyl 5-((1-(4-((3-chloro-4-(trifluoromethoxy)benzyl)amino)butoxy)propan-2-yl)oxy)benzo[c][2,6]naphthyridine-8-carboxylate